(15z,18z)-N,N-dimethyl-6-((9z,12z)-octadeca-9,12-dien-1-yl)tetracosan-1-amine CN(CCCCCC(CCCCCCCCCCCCCCCCCC)CCCCCCCC\C=C/C\C=C/CCCCC)C